ethyl 3-[([N'-[(5Z)-2H,3H,4H-pyrido[4,3-f][1,4]oxazepin-5-ylidene]hydrazinecarbonyl]methyl)amino]benzoate O1CCN\C(\C2=C1C=NC=C2)=N/NC(=O)CNC=2C=C(C(=O)OCC)C=CC2